Cl.FC(C1CCNCC1)(F)F 4-(trifluoromethyl)piperidine hydrochloride